5-TRIFLUOROMETHYL-1H-PYRAZOL-3-YLBORONIC ACID FC(C1=CC(=NN1)B(O)O)(F)F